C(C)C1=C(C=CC=C1)S(=O)(=O)O.C(C)C(=C(C(=O)O)CCCCCC)C1=CC=C(C=C1)OC.C(C)OC(C=C)=O.C(C(=C)C)(=O)O Methacrylic Acid Ethyl-Acrylate ethylhexyl-para-methoxycinnamate (ethyl-benzenesulfonate)